FC1CN(C1)C1=CC(=C(C=C1)F)N1N=C2N=CC(=CC2=C1)N1CCOCC1 3-fluoro-N-{4-fluoro-3-[5-(morpholin-4-yl)-2H-pyrazolo[3,4-b]pyridin-2-yl]phenyl}azetidine